C(OC[C@@H]1OCCN(C1)C1=CC(=C(C(=O)OC(C)(C)C)C=C1)[N+](=O)[O-])([2H])([2H])[2H] tert-butyl (R)-4-(2-((methoxy-d3)methyl) morpholino)-2-nitrobenzoate